ClC1=C(C=NC(=C1)Cl)CC#N 2-(4,6-dichloropyridin-3-yl)acetonitrile